[Cl-].[NH4+].C(CCCCCCC\C=C/CCCCCCCC)(=O)CC(C(C)(C)C)C(CCCCCCC\C=C/CCCCCCCC)=O 1,2-dioleoyl-trimethylpropane ammonium chloride